FC(S(=O)(=O)OC1=CC(=CC(=C1)C1C2C3CCCC3C(C1)C2)C2C1C3CCCC3C(C2)C1)(F)F 3,5-bis(tricyclo[5.2.1.02,6]decan-8-yl)phenyl trifluoromethanesulfonate